Dimethyl 2,5-dimethoxyterephthalate COC1=C(C(=O)OC)C=C(C(=C1)C(=O)OC)OC